4-[[5-(4-fluorophenyl)-6-isopropyl-1H-pyrazolo[4,3-g]quinolin-7-yl]oxy]-3-methoxy-benzoic acid FC1=CC=C(C=C1)C1=C(C(=NC2=CC3=C(C=C12)C=NN3)OC3=C(C=C(C(=O)O)C=C3)OC)C(C)C